CN1[C@@H](CCC1)[C@]1(CNCC1)C (2S)-1-methyl-2-[(3R)-3-methylpyrrolidin-3-yl]pyrrolidine